(S)-3-(3-fluoro-4-(6-(2-ethyl-2H-tetrazol-5-yl)pyridin-3-yl)phenyl)-5-(1-hydroxypropyl)oxazolidin-2-one (trans)-Methyl-4-((chlorosulfonyl)methyl)cyclohexanecarboxylate COC(=O)[C@@H]1CC[C@H](CC1)CS(=O)(=O)Cl.FC=1C=C(C=CC1C=1C=NC(=CC1)C=1N=NN(N1)CC)N1C(O[C@@H](C1)C(CC)O)=O